tert-butyl 7-{[4-(methoxycarbonyl)-3-methylphenyl]amino}-1,2,3,4-tetrahydro-2,6-naphthyridine-2-carboxylate COC(=O)C1=C(C=C(C=C1)NC1=NC=C2CCN(CC2=C1)C(=O)OC(C)(C)C)C